7-(4-chlorophenylethoxy)-3,4-dihydroisoquinolin-1(2H)-one ClC1=CC=C(C=C1)CCOC1=CC=C2CCNC(C2=C1)=O